CN(C(C)=O)C N,N-dimethylethaneamide